C(C)N1CCN(CC1)C=1C(=C2C(=CN1)NC(=C2C(C)C)C=2C(=C(C=1N(C2)N=CN1)C)C)F 6-(5-(4-ethylpiperazin-1-yl)-4-fluoro-3-isopropyl-1H-pyrrolo[2,3-c]pyridin-2-yl)-7,8-dimethyl-[1,2,4]triazolo[1,5-a]pyridine